N-(5-aminopyridin-2-yl)thiazole-4-carboxamide NC=1C=CC(=NC1)NC(=O)C=1N=CSC1